[Ce+3].P(=O)([O-])([O-])[O-] phosphate compound with cerium